O1[C@H](CCC2=CC=CC=C12)C(C)(C)C(C(=O)N)[C@@H]1N(CCC1)C (2-((R)-chroman-2-yl)propan-2-yl)-2-((R)-1-methylpyrrolidin-2-yl)acetamide